N-((1S,9S)-9-ethyl-5-fluoro-9-hydroxy-4-methyl-10,13-dioxo-2,3,9,10,13,15-hexahydro-1H,12H-benzo[de]pyrano[3',4':6,7]indolizino[1,2-b]quinolin-1-yl)-1-hydroxycyclohexane-1-carboxamide C(C)[C@]1(C(OCC=2C(N3CC=4C(=NC=5C=C(C(=C6C5C4[C@H](CC6)NC(=O)C6(CCCCC6)O)C)F)C3=CC21)=O)=O)O